3,5-bis[4-(1,1-dimethylethyl)phenyl]-4-phenyl-4H-1,2,4-triazole CC(C)(C)C1=CC=C(C=C1)C1=NN=C(N1C1=CC=CC=C1)C1=CC=C(C=C1)C(C)(C)C